NC1=NC(=C(C(=N1)CCC(=O)O)CC1=C(C=CC(=C1)C(C)(C)C#N)OC)O 3-(2-amino-5-(5-(2-cyanopropan-2-yl)-2-methoxybenzyl)-6-hydroxypyrimidin-4-yl)propanoic acid